OC(CCS(=O)(=O)O)CO 3,4-dihydroxybutanesulfonic acid